N-(6-(3-cyanocyclobutyl)thiazolo[4,5-b]pyrazin-2-yl)-5'-(difluoromethoxy)-2',6-dimethyl-[4,4'-bipyridine]-3-carboxamide C(#N)C1CC(C1)C=1N=C2C(=NC1)N=C(S2)NC(=O)C=2C=NC(=CC2C2=CC(=NC=C2OC(F)F)C)C